5-(4-methylpyridin-3-yl)-1H-pyrazolo[4,3-b]pyridine CC1=C(C=NC=C1)C1=CC=C2C(=N1)C=NN2